[1-(trifluoromethyl)cyclobutyl]methanamine hydrochloride Cl.FC(C1(CCC1)CN)(F)F